2-(4-tert-butyl-5-fluoro-2-methyl-phenyl)-4-oxo-1H-1,6-naphthyridine-5-carboxamide C(C)(C)(C)C1=CC(=C(C=C1F)C=1NC=2C=CN=C(C2C(C1)=O)C(=O)N)C